N1(CCOCC1)C1=NC=CC=C1C=1C=C2C=NC(=NC2=CC1)C1CN(CC1)C(C=C)=O 6-[2-(Morpholin-4-yl)pyridin-3-yl]-2-[1-(prop-2-enoyl)pyrrolidin-3-yl]quinazolin